2-bromo-1-(3-isopropenylphenyl)ethan-1-one BrCC(=O)C1=CC(=CC=C1)C(=C)C